C(C)(C)(C)OC(N(C)CCCCCO)=O (5-Hydroxypentyl)(methyl)carbamic acid tert-butyl ester